FC=1C=CC(=NC1)N1CCNCCC1 1-(5-fluoropyridin-2-yl)-1,4-diazepane